5-(4-((3-ethyl-2,4-dioxo-1,2,3,4-tetrahydroquinazolin-7-yl)methyl)piperazin-1-yl)-6-chloro-N-ethylpyridinecarboxamide C(C)N1C(NC2=CC(=CC=C2C1=O)CN1CCN(CC1)C=1C=CC(=NC1Cl)C(=O)NCC)=O